ClC1=CC=C(C=N1)N1N=C(C(=C1)CNCC1=CC=C(C=C1)OC)C(=O)O 1-(6-Chloropyridin-3-yl)-4-(((4-methoxybenzyl)amino)methyl)-1H-pyrazole-3-carboxylic acid